FC=1C=C(C(=O)NC)C=CC1OC(F)(F)F 3-fluoro-N-methyl-4-(trifluoromethoxy)benzamide